N-Cyclohexyl-methyl-1,2-ethandiamin C1(CCCCC1)NC(CN)C